(R)-4-(3-(dimethylamino)-3-(3-(trifluoromethyl)phenethyl)-piperidin-1-yl)-2-methyl-N-(pyrimidin-4-yl)benzenesulfonamide CN([C@]1(CN(CCC1)C1=CC(=C(C=C1)S(=O)(=O)NC1=NC=NC=C1)C)CCC1=CC(=CC=C1)C(F)(F)F)C